1-(trans-1-(tert-butoxycarbonyl)-4-(4-(trifluoromethyl)benzyloxy)pyrrolidin-3-yl)-1H-pyrazole-3-carboxylic acid C(C)(C)(C)OC(=O)N1C[C@H]([C@@H](C1)OCC1=CC=C(C=C1)C(F)(F)F)N1N=C(C=C1)C(=O)O